(2R,4R)-4-hydroxy-2-methyl-piperidine-1-carboxylic acid tert-butyl ester C(C)(C)(C)OC(=O)N1[C@@H](C[C@@H](CC1)O)C